(2S)-2-(oxan-3-ylamino)but-3-en-1-ol O1CC(CCC1)N[C@H](CO)C=C